CC(CC=O)C 3-methyl-1-oxobutan